C(C)(C)(C)OC(NCC1=CC(=CC(=C1)C=1C=NN(C1)C=1C=NC(=CC1)C(F)(F)F)F)=O (3-Fluoro-5-(1-(6-(trifluoromethyl)pyridin-3-yl)-1H-pyrazol-4-yl)benzyl)carbamic acid tert-butyl ester